tert-butyl-(3S,4R)-3-acetyl-4-(5-(ethoxycarbonyl)-2-methylphenyl)pyrrolidine C(C)(C)(C)N1C[C@H]([C@@H](C1)C1=C(C=CC(=C1)C(=O)OCC)C)C(C)=O